methyl 2-(((benzyloxy)carbonyl)amino)-2-(dimethoxyphosphoryl)acetate C(C1=CC=CC=C1)OC(=O)NC(C(=O)OC)P(=O)(OC)OC